BrC=1N=C2CCCN(C2=CC1)N=O 6-bromo-1-nitroso-1,2,3,4-tetrahydro-1,5-naphthyridine